antimonyl-sulfur selenium antimony [Sb].[Se].[Sb](=O)#[S]